ClC1=C(C=CC(=C1)Cl)C(C(=O)NCC=1C=C2CN(C(C2=CC1)=O)C1C(NC(CC1)=O)=O)(F)F 2-(2,4-dichlorophenyl)-N-((2-(2,6-dioxopiperidin-3-yl)-1-oxoisoindolin-5-yl)methyl)-2,2-difluoroacetamide